2-[5-fluoro-2-[(4-methoxyphenyl)methyl]indazol-6-yl]acetic acid FC1=CC2=CN(N=C2C=C1CC(=O)O)CC1=CC=C(C=C1)OC